CC1(COC(OC1)C1=CC=CC=C1)CN1N=CC(=C1)N 1-((5-methyl-2-phenyl-1,3-dioxan-5-yl)methyl)-1H-pyrazol-4-amine